7-(ethyl-d5)-2-(methylsulfinyl)-9-(tetrahydro-2H-pyran-4-yl)-7,9-dihydro-8H-purin-8-one C(C([2H])([2H])[2H])(N1C(N(C2=NC(=NC=C12)S(=O)C)C1CCOCC1)=O)([2H])[2H]